N[C@H]1CN(C[C@@H](C1)F)C(=O)C=1C=CC=2N(C1)N=C(C2C)C=2N(C1=CC(=CC=C1C2)C=2C=C(C=CC2)CNS(=O)(=O)C)CC2CC2 N-{[3-(2-{6-[(3R,5R)-3-amino-5-fluoropiperidine-1-carbonyl]-3-methylpyrazolo[1,5-a]pyridin-2-yl}-1-(cyclopropylmethyl)-1H-indol-6-yl)phenyl]methyl}methanesulfonamide